3-[5-methyl-1-(tricyclo[3.3.1.13,7]decan-1-ylmethyl)-1H-pyrazol-4-yl]-6-[8-(thiazolo[4,5-b]pyridin-2-ylcarbamoyl)-3,4-dihydroisoquinolin-2(1H)-yl]pyridine-2-carboxylic acid CC1=C(C=NN1CC12CC3CC(CC(C1)C3)C2)C=2C(=NC(=CC2)N2CC3=C(C=CC=C3CC2)C(NC=2SC=3C(=NC=CC3)N2)=O)C(=O)O